8-(2-benzylidenehydrazineyl)-N-(3-(2-morpholinoethoxy)phenyl)pyrimido[5,4-d]pyrimidin-4-amine C(C1=CC=CC=C1)=NNC1=NC=NC2=C1N=CN=C2NC2=CC(=CC=C2)OCCN2CCOCC2